3-[(3-chloro-2-methoxyphenyl)amino]-2-(3-{2-[(2R)-pyrrolidin-2-yl]ethynyl}pyridin-4-yl)-1H,5H,6H,7H-pyrrolo[3,2-c]pyridin-4-one ClC=1C(=C(C=CC1)NC1=C(NC2=C1C(NCC2)=O)C2=C(C=NC=C2)C#C[C@@H]2NCCC2)OC